1-((S)-3-((S)-sec-butyl)-2-oxo-2,3,4,5-tetrahydro-1H-benzo[e][1,4]diazepine-4-carbonyl)piperidine-3-carboxamide [C@H](C)(CC)[C@@H]1N(CC2=C(NC1=O)C=CC=C2)C(=O)N2CC(CCC2)C(=O)N